FC=1C=C(COC=2C=C3N(C(N2)=O)CC24N3C(CC2)CC4)C=CC1OC1=CC(=NC=C1)C 3-((3-fluoro-4-((2-methyl-pyridin-4-yl)oxy)benzyl)oxy)-7,8-dihydro-1H,6H,9H-6,8a-ethanopyrrolo[1',2':3,4]imidazo[1,2-c]pyrimidin-1-one